trans-β-methyl-Styrene C\C=C\C1=CC=CC=C1